3-((1-(4-(6-methyl-1,2,4,5-tetrazin-3-yl)benzyl)-1H-1,2,3-triazol-4-yl)methyl)-1,2-oxathiane 2,2-dioxide CC1=NN=C(N=N1)C1=CC=C(CN2N=NC(=C2)CC2S(OCCC2)(=O)=O)C=C1